SC(C(C)O)C 3-mercaptobutan-2-ol